C(#N)[B-](C#N)(C#N)C#N.C(C)OC[N+]1(CCCC1)C N-ethoxymethyl-N-methylpyrrolidinium tetracyanoborate